[Ti].[V].[Al] aluminium-vanadium titanium